(2R)-N-[4-(5-cyclopropyl-4-oxo-3-phenyl-4,5-dihydro-1H-pyrrolo[3,2-c]pyridin-2-yl)pyridin-2-yl]-4,4-difluoro-2-(4-fluorophenyl)butanamide C1(CC1)N1C(C2=C(C=C1)NC(=C2C2=CC=CC=C2)C2=CC(=NC=C2)NC([C@H](CC(F)F)C2=CC=C(C=C2)F)=O)=O